FC1=CC=C(OC2=CC=C(C=C2)C2=CC(=NC=C2)C(=O)O)C=C1 4-(4-(4-fluorophenoxy)phenyl)picolinic acid